tert-butyl 3-[2-(2,2-dimethoxyethoxy)-8-fluoro-7-(5-methyl-1H-indazol-4-yl)pyrido[4,3-d]pyrimidin-4-yl]-3,8-diazabicyclo[3.2.1]octane-8-carboxylate COC(COC=1N=C(C2=C(N1)C(=C(N=C2)C2=C1C=NNC1=CC=C2C)F)N2CC1CCC(C2)N1C(=O)OC(C)(C)C)OC